(2R,3R)-N-(2-(Diethylamino)-4-((4-(trifluoromethyl)benzyl)amino)phenyl)-2,3-difluorooctanamid C(C)N(C1=C(C=CC(=C1)NCC1=CC=C(C=C1)C(F)(F)F)NC([C@H]([C@@H](CCCCC)F)F)=O)CC